C(C1=CC=CC=C1)C1(CC(=NO1)CNC(=O)C=1C=2C=CC=NC2C=CC1)C(=O)N[C@@H](CC(C)C)B(O)O ((1R)-1-(5-benzyl-3-((quinoline-5-carboxamido)methyl)-4,5-dihydroisoxazole-5-carboxamido)-3-Methylbutyl)boronic acid